C(C1=CC=CC=C1)(=O)N\C(\C(=O)O)=C/C1=CC=C(C=C1)OC1=C(C=CC=C1)Br (2z)-2-(benzoylamino)-3-[4-(2-bromophenoxyl)phenyl]-2-propenoic acid